hexamethylbisphenol A CC(C(C1=CC=C(O)C=C1)(C(C)(C)C)C1=CC=C(C=C1)O)(C)C